C(C1=CC=CC=C1)OCC1CC(C1)C1=CC=C(N)C=C1 4-(3-((benzyloxy)methyl)cyclobutyl)aniline